10-((2-Hydroxyethyl)((9Z,12Z)-octadeca-9,12-dien-1-yl)amino)decyl 10-(dodecyl(2-hydroxyethyl)amino)decanoate C(CCCCCCCCCCC)N(CCCCCCCCCC(=O)OCCCCCCCCCCN(CCCCCCCC\C=C/C\C=C/CCCCC)CCO)CCO